NCCC=1N=NN(C1)CCCOC=1C=C2C(=CC=NC2=CC1)C(=O)NCC(=O)N1[C@@H](CC(C1)(F)F)C#N (S)-6-(3-(4-(2-aminoethyl)-1H-1,2,3-triazol-1-yl)propoxy)-N-(2-(2-cyano-4,4-difluoropyrrolidin-1-yl)-2-oxoethyl)quinoline-4-carboxamide